(R)-2-fluoro-4-methyl-2,3,4,5-tetrahydrobenzo[f][1,4]thiazepine-8-carboxylic acid 1,1-dioxide F[C@@H]1S(C2=C(CN(C1)C)C=CC(=C2)C(=O)O)(=O)=O